1,2-dioleoyl-3-morpholinopropane C(CCCCCCC\C=C/CCCCCCCC)(=O)CC(CN1CCOCC1)C(CCCCCCC\C=C/CCCCCCCC)=O